(R)-8-Chloro-7-cyclobutyl-N-(1,1-dioxido-2,3-dihydrothiophen-3-yl)-2-oxo-1,2-dihydroquinoline ClC=1C(=CC=C2C=CC(N(C12)[C@H]1CS(C=C1)(=O)=O)=O)C1CCC1